3-(8-amino-2-(pyridin-2-ylmethyl)-5-(pyrimidin-4-yl)-[1,2,4]triazolo[1,5-a]pyrazin-6-yl)benzonitrile NC=1C=2N(C(=C(N1)C=1C=C(C#N)C=CC1)C1=NC=NC=C1)N=C(N2)CC2=NC=CC=C2